(2R,5S)-5-(aminomethyl)-2-(3-cyclohexylphenyl)-1,4-thiazepan-3-one NC[C@H]1NC([C@H](SCC1)C1=CC(=CC=C1)C1CCCCC1)=O